5-(5-methyl-1,3,4-oxadiazol-2-yl)-2-(piperidin-1-yl)aniline CC1=NN=C(O1)C=1C=CC(=C(N)C1)N1CCCCC1